5-nitro-pyridin-2-yl disulfide [N+](=O)([O-])C=1C=CC(=NC1)SSC1=NC=C(C=C1)[N+](=O)[O-]